(S)-2-(2-fluoro-6-(3-fluoropyrrolidin-1-yl)pyridin-3-yl)-5-(isothiazol-4-yl)-6,7-dihydrothiazolo[5,4-c]pyridin-4(5H)-one FC1=NC(=CC=C1C=1SC=2C(N(CCC2N1)C=1C=NSC1)=O)N1C[C@H](CC1)F